N[C@@H](CC(=O)NC=1C=CC(=C(C(=O)N[C@H](C)C2=CC=CC3=CC=CC=C23)C1)C)C 5-((R)-3-aminobutanamido)-2-methyl-N-((R)-1-(naphthalen-1-yl)ethyl)benzamide